BrC=1C=NC=CC1[C@@H](CC\C=C\C)NC1=CC=C(C=C1)OC (R,E)-N-(1-(3-Bromopyridin-4-yl)hex-4-en-1-yl)-4-methoxyaniline